COC(=O)[C@H]1N([C@H]2C[C@]2(C1)COCCN=[N+]=[N-])C(=O)OC(C)(C)C (1S,3S,5R)-5-((2-azidoethoxy)methyl)-2-azabicyclo-[3.1.0]Hexane-2,3-dicarboxylic acid 2-(tert-butyl) ester 3-methyl ester